3-[(2-amino-4-carboxyphenyl)thio]isonicotinic acid NC1=C(C=CC(=C1)C(=O)O)SC1=C(C(=O)O)C=CN=C1